(R)-1-((8-(2'-Chloro-2-methyl-3'-(1-methyl-4,5,6,7-tetrahydro-1H-imidazo[4,5-c]pyridin-2-carboxamido)biphenyl-3-ylamino)-1,7-naphthyridin-3-yl)methyl)-3-methylpyrrolidin ClC1=C(C=CC=C1NC(=O)C=1N(C2=C(CNCC2)N1)C)C1=C(C(=CC=C1)NC=1N=CC=C2C=C(C=NC12)CN1C[C@@H](CC1)C)C